dithio-diurea N(C(=O)N)SSNC(=O)N